C(C)(=O)O[C@@H](C(=O)O)CC(=O)O (R)-(+)-2-acetoxysuccinic acid